potassium peroxy monosulfate sodium permanganate [Mn](=O)(=O)(=O)[O-].[Na+].S1(=O)(=O)OOOO1.[K+].[Mn](=O)(=O)(=O)[O-]